O=C1NC(CCC1N1C(C2=CC=C(C=C2C1=O)OCC=O)=O)=O 2-[[2-(2,6-Dioxopiperidin-3-Yl)-1,3-Dioxoisoindol-5-Yl]Oxy]Acetaldehyde